(S)-4-(((6-(4-(tert-butoxycarbonyl)-3-methylpiperazin-1-yl)pyridin-2-yl)oxy)methyl)-3-methylbenzoic acid C(C)(C)(C)OC(=O)N1[C@H](CN(CC1)C1=CC=CC(=N1)OCC1=C(C=C(C(=O)O)C=C1)C)C